C(C)NCN1C(CC(C=C1)=O)=O (ethylamino)methylpyridine-2,4(1H,3H)-dione